C1(=CC(O)=CC(CCCCC)=C1)O.C1(=CC=CC=C1)C(C(=O)O)C1=CC=CC=C1.C1(=CC=CC=C1)C(C(=O)O)C1=CC=CC=C1 bis(diphenylacetate) Compound with Olivetol